OC1CC(C1)C1=CC(=NC=C1)N1N=CC(=C1)S(=O)(=O)NC=1C=CC=C2C=NN(C12)C 1-[4-(3-hydroxycyclobutyl)pyridin-2-yl]-N-(1-methylindazol-7-yl)pyrazole-4-sulfonamide